BrC1=C(CNC(OCC2=CC=CC=C2)=O)C=C(C=C1)F Benzyl (2-bromo-5-fluorobenzyl)carbamate